P(=O)(OCCNCCCOCCOCCOCCOCCNCCC)([O-])[O-] 7,10,13,16-tetraoxa-3,19-diazadocosyl Phosphate